BrCCC=1SC=CC1 2-(2-bromoethyl)thiophene